Cl.Cl.N[C@]1([C@@H](CC[C@H](C1)CCB(O)O)CNC([C@H](COCC1=CC=CC=C1)N)=O)C(=O)O (1R,2S,5R)-1-Amino-2-(((S)-2-amino-3-(benzyloxy)propanamido)methyl)-5-(2-boronoethyl)cyclohexane-1-carboxylic acid dihydrochloride